CC1=CC=C2C(NC(=NC2=C1)C1=CC=CC=C1)=O 7-methyl-2-phenyl-4[3H]quinazolinone